NC1=C(N=C2N1C=CC=C2C2=C(C(=CC=C2F)F)OC)C(=O)NCCC 3-Amino-8-(3,6-difluoro-2-methoxyphenyl)-N-propylimidazo[1,2-a]pyridine-2-carboxamide